(2R,3R,4R)-2-(8-(benzo[d]thiazol-2-yl)-6-chloro-2-(hex-1-yn-1-yl)-9H-purin-9-yl)tetrahydrofuran-3,4-diyl diacetate C(C)(=O)O[C@H]1[C@@H](OC[C@H]1OC(C)=O)N1C2=NC(=NC(=C2N=C1C=1SC2=C(N1)C=CC=C2)Cl)C#CCCCC